2-(cyclopropyl(4-methylpyridin-2-yl)methyl)-5-(1-ethyl-3-(trifluoromethyl)-1H-pyrazol-4-yl)-3,4-dihydroisoquinolin-1(2H)-one C1(CC1)C(N1C(C2=CC=CC(=C2CC1)C=1C(=NN(C1)CC)C(F)(F)F)=O)C1=NC=CC(=C1)C